BrCCCCCCCCC(=O)NCCCC[C@H](N)C(=O)O N6-(9-bromononanoyl)-L-lysine